2-Amino-4-(5-chloro-3-((3R,4R)-3-(dimethylamino)-4-hydroxypyrrolidin-1-yl)-7,9-dihydrofuro[3,4-f]quinazolin-6-yl)-7-fluorothieno[3,2-c]pyridine-3-carbonitrile NC1=C(C=2C(=NC=C(C2S1)F)C=1C2=C(C=3C=NC(=NC3C1Cl)N1C[C@H]([C@@H](C1)O)N(C)C)COC2)C#N